4-(adamantan-1-yl)pyridine C12(CC3CC(CC(C1)C3)C2)C2=CC=NC=C2